C(C)[SiH](N)C ethylmethyl-aminosilane